Ethyl-pyruvate C(C)CC(C(=O)[O-])=O